[Pb].[Sn].[In] indium-tin lead